NC=1C(=NC(=C(N1)C=1OC=CN1)C=1C=CC=2N(C1)C(=CN2)C)C(=O)NC[C@H]2N(CC(C2)(F)F)C(=O)OC(C)(C)C tert-butyl (2S)-2-[[(3-amino-6-[3-methylimidazo[1,2-a]pyridin-6-yl]-5-(1,3-oxazol-2-yl)pyrazin-2-yl)formamido]methyl]-4,4-difluoropyrrolidine-1-carboxylate